C(C)(C)(C)OC(=O)N(C(OC(C)(C)C)=O)C1=NN2C(C=C(C=C2)C2=NC(=CC=C2)Cl)=N1 tert-butyl (tert-butoxycarbonyl)(7-(6-chloropyridin-2-yl)-[1,2,4]triazolo[1,5-a]pyridin-2-yl)carbamate